3-hydroxy-4-(2-hydroxy-4-sulfo-1-naphthyl-azo)naphthalene-2-carboxylic acid OC=1C(=CC2=CC=CC=C2C1N=NC1=C(C=C(C2=CC=CC=C12)S(=O)(=O)O)O)C(=O)O